ClC=1C2=CN(N=C2C(=C(C1)C1=CC=C(C=C1)CCN1CCC(CC1)CO)Cl)C(C(=O)NC=1SC=CN1)C1=C2N(C=N1)C[C@@H](C2)F (4,7-Dichloro-6-(4-(2-(4-(hydroxymethyl)piperidin-1-yl)ethyl)phenyl)-2H-indazol-2-yl)-2-((R)-6-fluoro-6,7-dihydro-5H-pyrrolo[1,2-c]imidazol-1-yl)-N-(thiazol-2-yl)acetamide